(S)-N2,N2-dimethyl-3-(1-tosyl-1H-indazol-5-yl)propane-1,2-diamine CN([C@H](CN)CC=1C=C2C=NN(C2=CC1)S(=O)(=O)C1=CC=C(C)C=C1)C